7-bromo-1H-indole-3-carbonitrile BrC=1C=CC=C2C(=CNC12)C#N